COC1=CC=C(C=N1)C(C)C1=CC=C(C=C1)C1=NOC(=N1)C(F)(F)F 3-[4-[1-(6-methoxy-3-pyridyl)ethyl]phenyl]-5-(trifluoromethyl)-1,2,4-oxadiazole